2,3,4,5-tetrahydrodipicolinate C1CC(N=C(C1)C(=O)O)C(=O)O